C1(CCC1)CN(C(OC(C)(C)C)=O)CC1=CC=2C=NC(=CC2N1)CO tert-butyl N-(cyclobutylmethyl)-N-[[6-(hydroxymethyl)-1H-pyrrolo[3,2-c]pyridin-2-yl]methyl]carbamate